1,1,1-trifluoroethylamine FC(CN)(F)F